CN(CCCN=C=NCC)C 1-(3-(dimethylamino)propyl)-3-ethyl-carbodiimide